7-(piperazin-1-yl)benzo[d]thiazole N1(CCNCC1)C1=CC=CC=2N=CSC21